tert-butyl ((2-(2,6-dioxopiperidin-3-yl)-4-fluoro-7-methyl-3-oxoisoindolin-5-yl)methyl)carbamate O=C1NC(CCC1N1CC2=C(C=C(C(=C2C1=O)F)CNC(OC(C)(C)C)=O)C)=O